C(C)N1CCC(CC1)C=1C=CC=2N(N1)C(C=C(N2)C2=CC1=CN(N=C1C=C2)C)=O 7-(1-ethylpiperidin-4-yl)-2-(2-methyl-2H-indazol-5-yl)-4H-pyrimido[1,2-b]pyridazin-4-one